6-(cyclopropylformyl)-N-(methyl-d3)pyridazine-3-carboxamide oxalate C(C(=O)O)(=O)O.C1(CC1)C(=O)C1=CC=C(N=N1)C(=O)NC([2H])([2H])[2H]